(2-Nitroethyl)-1H-indole-6-carbonitrile [N+](=O)([O-])CCN1C=CC2=CC=C(C=C12)C#N